3-(4-chloro-5-iodo-7H-pyrrolo[2,3-d]pyrimidin-7-yl)azetidine-1-carboxylic acid tert-butyl ester C(C)(C)(C)OC(=O)N1CC(C1)N1C=C(C2=C1N=CN=C2Cl)I